lead-tin-aluminum-calcium [Ca].[Al].[Sn].[Pb]